(E)-3-(4-(dimethylamino)but-2-enamido)-N-(3-methyl-4-((4-(pyridin-3-yl)pyrimidin-2-yl)amino)phenyl)benzamide CN(C/C=C/C(=O)NC=1C=C(C(=O)NC2=CC(=C(C=C2)NC2=NC=CC(=N2)C=2C=NC=CC2)C)C=CC1)C